CC(C)(C)NCCO Tert-butylethanolamine